N-Methyl-N-[(E)-(4-morpholinophenyl)methylenamino]-1,1-dioxo-1,2-benzothiazol-3-amin CN(C1=NS(C2=C1C=CC=C2)(=O)=O)/N=C/C2=CC=C(C=C2)N2CCOCC2